N-((4,6-dimethyl-2-oxo-1,2-dihydropyridin-3-yl)methyl)-2-oxo-7-(pyridin-3-yl)-1,2-dihydroquinoline-5-carboxamide CC1=C(C(NC(=C1)C)=O)CNC(=O)C=1C=2C=CC(NC2C=C(C1)C=1C=NC=CC1)=O